C(C)(=O)OC1O[C@@H]([C@H]([C@@H]([C@H]1NC(CC1CC1)=O)OC(C)=O)OC(C)=O)COC(C)=O (3R,4R,5S,6R)-6-(acetoxymethyl)-3-(2-cyclopropylacetamido)tetrahydro-2H-pyran-2,4,5-triyl triacetate